(S)-3-((S)-3',3'-difluoro-1'-(3-(1-(oxetan-3-yl)-1H-pyrazol-4-yl)benzyl)-6-oxo-6,8-dihydro-2H,7H-spiro[furo[2,3-e]isoindol-3,4'-piperidin]-7-yl)piperidine-2,6-dione FC1(CN(CC[C@]12COC1=C3CN(C(C3=CC=C12)=O)[C@@H]1C(NC(CC1)=O)=O)CC1=CC(=CC=C1)C=1C=NN(C1)C1COC1)F